butyl (S)-2-formylmorpholine-4-carboxylate C(=O)[C@@H]1CN(CCO1)C(=O)OCCCC